2-{6-[(3,3-dimethylpiperidin-4-yl)(methyl)amino][1,3]thiazolo[4,5-c]pyridazin-3-yl}-5-(1H-pyrazol-4-yl)phenol dihydrochloride Cl.Cl.CC1(CNCCC1N(C=1SC2=C(N=NC(=C2)C2=C(C=C(C=C2)C=2C=NNC2)O)N1)C)C